[Cl-].[Cl-].N1=C(C=CC=C1)N[Ti+2] pyridylamino-titanium dichloride